N(N)C1=C(C=C(C(=O)O)C=C1)C(C)C 4-hydrazino-3-isopropylbenzoic acid